6-(2,4-dimethoxyphenyl)-2-oxo-3H-imidazo[4,5-b]Pyridine COC1=C(C=CC(=C1)OC)C=1C=C2C(=NC1)NC(N2)=O